C(C)NC=1N=C(SC1)C(=O)N ethylaminothiazolecarboxamide